ClC1=CC2=C(OCCN2CC2=CC=C(C=C2)C=2N(C=C(N2)C(F)(F)F)C)C=N1 [4-({7-chloro-2H,3H-pyrido[3,4-b][1,4]oxazin-1-yl}methyl)phenyl]-1-methyl-4-(trifluoromethyl)imidazole